ClC1=C(C=C2CCN(CC2=C1)C(C(F)(F)F)=O)NC1=NC=C(C(=N1)C=1SC=C(C1)S(=O)(=O)C)C(F)(F)F 1-(7-Chloro-6-((4-(4-(methylsulfonyl)thiophen-2-yl)-5-(trifluoromethyl)pyrimidin-2-yl)amino)-3,4-dihydroisoquinolin-2(1H)-yl)-2,2,2-trifluoroethan-1-one